N-(3-(cyclopropylsulfonyl)-4-(4,4,5,5-tetramethyl-1,3,2-dioxaborolan-2-yl)phenyl)-5-methyl-1-(tetrahydro-2H-pyran-2-yl)-1H-pyrazol-3-amine C1(CC1)S(=O)(=O)C=1C=C(C=CC1B1OC(C(O1)(C)C)(C)C)NC1=NN(C(=C1)C)C1OCCCC1